FC1=C(C=CC(=C1F)F)NCC=1N=C(N(C1)C=1C=CC=2N(C1)C(=CN2)C(=O)N)C2=NC(=CC=C2)C 6-(4-(((2,3,4-Trifluorophenyl)amino)methyl)-2-(6-methylpyridin-2-yl)-1H-imidazol-1-yl)imidazo[1,2-a]pyridine-3-carboxamide